COC(=O)C1=NN(C(=C1)Br)COCC[Si](C)(C)C 5-bromo-1-{[2-(trimethylsilyl)ethoxy]Methyl}pyrazole-3-carboxylic acid methyl ester